tert-Butyl 3-[(2-tert-butyl-4-chloro-5-methyl-phenoxy)methyl]pyrazolo[3,4-b]pyridine-1-carboxylate C(C)(C)(C)C1=C(OCC2=NN(C3=NC=CC=C32)C(=O)OC(C)(C)C)C=C(C(=C1)Cl)C